C(CCCCCCCCCCCCCCCCCCCCCCCCCCCCCO)O triacontane-1,30-diol